C#CCCCC(C)OC(=O)[C@@H]1[C@H](CC[C@@H](C1)C)C(C)C 6-hept-1-ynyl-((1S,2R,5S)-2-isopropyl-5-methylcyclohexyl)carboxylate